3-(6-cyclopropyl-4-((R)-cyclopropylfluoro(4-methyl-4H-1,2,4-triazol-3-yl)methyl)pyridin-2-yl)-6-(((R)-2-methylmorpholinyl)methyl)-8-(trifluoromethyl)-4H-chromen-4-one C1(CC1)C1=CC(=CC(=N1)C1=COC2=C(C=C(C=C2C1=O)CN1C[C@H](OCC1)C)C(F)(F)F)[C@](C1=NN=CN1C)(F)C1CC1